ClC1=C(C=CC(=C1)C1=CC2=CC=CC=C2C=C1)C1=CC=CC=C1 2-(2-chloro-[1,1'-biphenyl]-4-yl)naphthalene